3-[3-t-butyl-5-(5-chloro-2H-benzotriazole-2-yl)-4-hydroxyphenyl]propionic acid C(C)(C)(C)C=1C=C(C=C(C1O)N1N=C2C(=N1)C=CC(=C2)Cl)CCC(=O)O